(1'S,2'S)-2'-(5-hydroxy-6-methylhept-1,6-dien-2-yl)-4,5'-Dimethyl-1',2',3',4'-tetrahydro-[1,1'-biphenyl]-2,6-diol OC(CCC(=C)[C@@H]1[C@H](C=C(CC1)C)C=1C(=CC(=CC1O)C)O)C(=C)C